mercapto-bis(trichlorosilyl)-tetrabromocoronene SC1=C2C(=C(C3=C(C(=C4C(=C(C5=CC=C6C=CC(=C1)C1=C2C3=C4C5=C16)Br)Br)Br)Br)[Si](Cl)(Cl)Cl)[Si](Cl)(Cl)Cl